2-(isopropyldisulfanyl)-2-methyl-propan-1-ol C(C)(C)SSC(CO)(C)C